ClC1=CC=C(C=C1)C1=NN(C(C1)C1=CC(=C(C=C1)OC)OC)C(CCC(=O)O)=O 4-(3-(4-Chlorophenyl)-5-(3,4-dimethoxyphenyl)-4,5-dihydro-1H-pyrazol-1-yl)-4-oxobutanoic acid